ClC=1C=CC(=C(C1)C1=CC=C(C=C1)C[C@@H]1C[C@@](C(N1)=O)(C)CO)F (3S,5R)-5-[[4-(5-chloro-2-fluorophenyl)phenyl]methyl]-3-(hydroxymethyl)-3-methylpyrrolidin-2-one